N-{4-[(7-amino-6-methoxyquinolin-4-yl)oxy]-3-fluorophenyl}-5-(4-fluorophenyl)-6-oxo-2,3,5,6-tetrahydrofuro[3,2-c]pyridine-7-carboxamide NC1=C(C=C2C(=CC=NC2=C1)OC1=C(C=C(C=C1)NC(=O)C1=C2C(=CN(C1=O)C1=CC=C(C=C1)F)CCO2)F)OC